Cl.CC1=CC=C(C=C1)S(=O)(=O)OC1=CC(=C(C=C1)C=1N=NC(=CC1)OC1CC(NC(C1)(C)C)(C)C)O 3-Hydroxy-4-{6-[(2,2,6,6-tetramethylpiperidin-4-yl)oxy]pyridazin-3-yl}phenyl 4-methylbenzene-1-sulfonate hydrogen chloride